CC1=CC=C(C=C1)C1=CC=CC2=C(C3=CC=CC=C3C(=C12)C1=CC2=CC=CC=C2C=C1)C1=CC2=CC=CC=C2C=C1 (4-methylphenyl)-9,10-di(2-naphthyl)anthracene